(1r,3s)-3-(cyanoamino)-N-{2-[(1S)-2,2-dimethylcyclohexyl]-1,3-thiazol-5-yl}cyclobutane-1-carboxamide C(#N)NC1CC(C1)C(=O)NC1=CN=C(S1)[C@@H]1C(CCCC1)(C)C